(Z)-2-(6-methoxy-2-oxoindoline-3-ylidene)-N-(3-nitrophenyl)hydrazine-1-carbothioamide COC1=CC=C2/C(/C(NC2=C1)=O)=N/NC(NC1=CC(=CC=C1)[N+](=O)[O-])=S